heneicosanyl heptadecanoate C(CCCCCCCCCCCCCCCC)(=O)OCCCCCCCCCCCCCCCCCCCCC